N5-(4-methoxybenzyl)-3-nitropyridine-2,5-diamine COC1=CC=C(CNC=2C=C(C(=NC2)N)[N+](=O)[O-])C=C1